C(C)(=O)OC=1C(=NC(=CC1)C=1N=NN(C1COC1=NC=CC(=C1)I)C)C 1-(6-(5-(((4-iodopyridin-2-yl) oxy) methyl)-1-methyl-1H-1,2,3-triazol-4-yl)-2-methylpyridin-3-yl) acetate